2-(2-((6-(pyridin-4-yl)-benzo[d]thiazol-2-yl)-amino)pyridin-4-yl)-1-(pyrrolidin-1-yl)ethanone N1=CC=C(C=C1)C1=CC2=C(N=C(S2)NC2=NC=CC(=C2)CC(=O)N2CCCC2)C=C1